N-(1-cyclobutyl-7-methoxy-1H-benzo[d]imidazol-2-yl)-3-cyclopropyl-3-methylbutanamide C1(CCC1)N1C(=NC2=C1C(=CC=C2)OC)NC(CC(C)(C)C2CC2)=O